N-(2-((2-(dimethylamino)ethyl)(methyl)amino)-4-methoxy-5-(4-(2-oxo-2,3-dihydrobenzo[d]imidazol-1-yl)pyrimidin-2-ylamino)phenyl)acrylamide hydrochloride Cl.CN(CCN(C1=C(C=C(C(=C1)OC)NC1=NC=CC(=N1)N1C(NC2=C1C=CC=C2)=O)NC(C=C)=O)C)C